(R)-N-(4-cyclohexylbenzyl)-N-(2-fluoro-4-(hydroxycarbamoyl)phenyl)-1-((perfluorophenyl)sulfonyl)azetidine-2-carboxamide C1(CCCCC1)C1=CC=C(CN(C(=O)[C@@H]2N(CC2)S(=O)(=O)C2=C(C(=C(C(=C2F)F)F)F)F)C2=C(C=C(C=C2)C(NO)=O)F)C=C1